tert-butyl N-[3-[[2-amino-8-[[2-[2-(tert-butoxycarbonylamino)ethylamino]pyrimidin-5-yl]carbamoyl]-3H-1-benzazepine-4-carbonyl]-propyl-amino]propyl]carbamate NC1=NC2=C(C=C(C1)C(=O)N(CCCNC(OC(C)(C)C)=O)CCC)C=CC(=C2)C(NC=2C=NC(=NC2)NCCNC(=O)OC(C)(C)C)=O